10-(4,5-dimethoxy-2-methyl-3,6-dioxocyclohexa-1,4-dien-1-yl)-N-[4-(3-oxo-3H-1,2-dithiol-5-yl)phenyl]decanamide COC=1C(C(=C(C(C1OC)=O)CCCCCCCCCC(=O)NC1=CC=C(C=C1)C1=CC(SS1)=O)C)=O